2,4-dihydroxy-4'-nitroazobenzene OC1=C(C=CC(=C1)O)N=NC1=CC=C(C=C1)[N+](=O)[O-]